2,5-dichloro-N-(2-(((R)-3-methyl-1-((1R,7S)-11-methyl-2,6-dioxo-9-phenyl-3,5-dioxa-9,11-diaza-4-borabicyclo[5.3.1]undecan-4-yl)butyl)amino)-2-oxoethyl)benzamide ClC1=C(C(=O)NCC(=O)N[C@@H](CC(C)C)B2OC([C@H]3CN(C[C@@H](C(O2)=O)N3C)C3=CC=CC=C3)=O)C=C(C=C1)Cl